(1,2-bis(1-ethyl)Oxyethoxy)propane C(C)OC(COCC)OCCC